3-methyl-2-oxo-5-(4-piperidyl)benzimidazol CN1C(NC2=C1C=C(C=C2)C2CCNCC2)=O